2-Bromocyclopropane-1-carboxylic acid BrC1C(C1)C(=O)O